BrC1=CC=C(C=2NN=NC21)Br 4,7-dibromo-1H-1,2,3-benzotriazole